C(C)(=O)NC=1C=2N(C=C(C1)C1CC1)C=C(N2)CNC2=CC(=NC=C2)NC(=O)[C@@H]2[C@H](C2)C2=CC(=CC=C2)Cl (1S,2S)-N-(4-(((8-acetamido-6-cyclopropylimidazo[1,2-a]pyridin-2-yl)methyl)amino)pyridin-2-yl)-2-(3-chlorophenyl)cyclopropane-1-carboxamide